2-(1,3-dimethyl-1H-pyrazol-5-yl)-8-(3-morpholinylpropoxy)-9H-pyrimido[4,5-b]indole-6-carboxylic acid methyl ester COC(=O)C=1C=C2C3=C(NC2=C(C1)OCCCN1CCOCC1)N=C(N=C3)C3=CC(=NN3C)C